FC(C1=CC=C(C=C1)N1CC2CSCCN2C2=C1C=CC=N2)(F)F 5-(4-(trifluoromethyl)phenyl)-5,6,6a,7,9,10-hexahydropyrido[3',2':5,6]pyrazino[2,1-c][1,4]thiazine